dioctyl (trimethylsilyl) phosphate P(=O)(OCCCCCCCC)(OCCCCCCCC)O[Si](C)(C)C